2-(6-((4-Cyclobutoxypyridin-2-yl)amino)-2-(pyridin-3-yl)pyrimidin-4-yl)-N-methyl-2-azaspiro[4.5]decane-7-carboxamide C1(CCC1)OC1=CC(=NC=C1)NC1=CC(=NC(=N1)C=1C=NC=CC1)N1CC2(CC1)CC(CCC2)C(=O)NC